5-(4-(3-(7-fluoro-5-methyl-1-oxo-1,2-dihydroisoquinolin-3-yl)propanoyl)piperazin-1-yl)picolinonitrile dihydrochloride Cl.Cl.FC1=CC(=C2C=C(NC(C2=C1)=O)CCC(=O)N1CCN(CC1)C=1C=CC(=NC1)C#N)C